Cl.ClC1=CC=C(C=C1)C1=NC2=CC=CC=C2C(=N1)OCCN1CCC(CC1)O 1-(2-((2-(4-chlorophenyl)quinazolin-4-yl)oxy)ethyl)piperidin-4-ol hydrochloride